BrC1=CC=C(OC[C@@H]2COC[C@](O2)(C)CC#N)C=C1 2-((2s,6s)-6-((4-bromophenoxy)methyl)-2-methyl-1,4-dioxan-2-yl)acetonitrile